CIS-8-(dimethylamino)-8-(1-methyl-1H-benzo[d]imidazol-2-yl)-1,3-diazaspiro[4.5]decan-2-one CN(C1(CCC2(CNC(N2)=O)CC1)C1=NC2=C(N1C)C=CC=C2)C